COCC1CN(C1)C1=NC=NC2=C1SC=1N=NC(=C(C12)C)C 8-(3-(methoxymethyl)azetidin-1-yl)-3,4-dimethylpyrimidino[4',5':4,5]thieno[2,3-c]pyridazine